C1(=CC=CC=C1)P([Pd](P(C1=CC=CC=C1)(C1=CC=CC=C1)C1=CC=CC=C1)(P(C1=CC=CC=C1)(C1=CC=CC=C1)C1=CC=CC=C1)P(C1=CC=CC=C1)(C1=CC=CC=C1)C1=CC=CC=C1)(C1=CC=CC=C1)C1=CC=CC=C1 triphenyl[tris(triphenyl-lambda5-phosphanyl)palladio]-lambda5-phosphane